ClC=1C(=C(C=C(C1)Cl)O)C1CCNCC1 3,5-dichloro-2-(piperidin-4-yl)phenol